(S)-2-amino-3-cyclopropylpropane-1-ol N[C@H](CO)CC1CC1